tetrafluoroborate dihydrate O.O.F[B-](F)(F)F